CC1(OCC(O1)[C@H]1O[C@H]([C@H]2[C@@H]1OC(O2)(C)C)O)C (3aR,4R,6R,6aR)-6-(2,2-dimethyl-1,3-dioxolane-4-yl)-2,2-dimethyl-tetrahydrofuro[3,4-d][1,3]dioxol-4-ol